CCCCN(CCCC)C(=S)[S-].CCCCN(CCCC)C(=S)[S-].[Zn+2] The molecule is a dithiocarbamate salt that is the zinc salt of dibutyldithiocarbamic acid. It has a role as an antifungal agrochemical. It is a dithiocarbamate salt and a zinc molecular entity. It contains a dibutyldithiocarbamate and a zinc(2+). It derives from a dibutyldithiocarbamic acid.